CC1=NC(=NO1)C1=CC=C2C=CN=C(C2=C1)NCCN1C(C2=CC(=CC=C2CC1)C(=O)OCC)=O ethyl 2-(2-((7-(5-methyl-1,2,4-oxadiazol-3-yl) isoquinolin-1-yl) amino) ethyl)-1-oxo-1,2,3,4-tetrahydroisoquinoline-7-carboxylate